(6-(allyloxy)-2,3-dichlorophenyl)-6,7-dihydro-5H-pyrrolo[2,1-c][1,2,4]triazole-3-carbaldehyde C(C=C)OC1=CC=C(C(=C1C1CCC2=NN=C(N21)C=O)Cl)Cl